2-fluoro-N-((2R)-1-(4-(4-fluorophenyl)-2-methyl-2,8-diazaspiro[4.5]decan-8-yl)-3-methoxy-1-oxopropan-2-yl)-5-(trifluoromethyl)benzamide FC1=C(C(=O)N[C@@H](C(=O)N2CCC3(C(CN(C3)C)C3=CC=C(C=C3)F)CC2)COC)C=C(C=C1)C(F)(F)F